8-(cis-4-aminocyclohexoxy)-N7-(2-methoxyethyl)spiro[6H-benzo[h]quinazoline-5,1'-cyclopentane]-4,7-diamine N[C@H]1CC[C@H](CC1)OC1=CC=C2C(CC3(CCCC3)C=3C(=NC=NC23)N)=C1NCCOC